CC1(N(CCC1)CCNC(=O)C=1C=CC(=C(C1)NC(=O)C=1C=NN2C1C=NC(=C2)C=2C=NN(C2)C)F)C N-(5-((2-(2,2-dimethylpyrrolidin-1-yl)ethyl)carbamoyl)-2-fluorophenyl)-6-(1-methyl-1H-pyrazol-4-yl)pyrazolo[1,5-a]pyrazine-3-carboxamide